OCC(C)N1CC2=C(CC1)N(C(=N2)C(=O)N)C 5-(1-hydroxypropan-2-yl)-1-methyl-4,5,6,7-tetrahydro-1H-imidazo[4,5-c]Pyridine-2-Formamide